ClC=1C=NC(=NC1)N1CCC(CC1)CCCOC1=CC(=C(C=C1)CC(=O)N1CC2(CCCN2C[C@@H]([C@H]([C@@H]([C@@H](CO)O)O)O)O)CC1)F 2-(4-(3-(1-(5-chloropyrimidin-2-yl)piperidin-4-yl)propoxy)-2-fluorophenyl)-1-(1-((2S,3R,4R,5R)-2,3,4,5,6-pentahydroxyhexyl)-1,7-diazaspiro[4.4]nonan-7-yl)ethan-1-one